ClC1=CC=C(C=CC2=CC(=NC=C2OC)C(=O)NCC2=CC(=CC=C2)CC(=O)N(C)CCCCCCCOC=2C=C3C(N(C(C3=CC2)=O)C2C(NC(CC2)=O)=O)=O)C=C1 4-(4-chlorostyryl)-N-(3-(2-((7-((2-(2,6-dioxopiperidin-3-yl)-1,3-dioxoisoindolin-5-yl)oxy)heptyl)(methyl)amino)-2-oxoethyl)benzyl)-5-methoxypicolinamide